(2S)-2-[4-chloro-5-fluoro-2-(4-butoxy-4,5-dihydroisoxazol-3-yl)phenoxy]propionic acid methyl ester COC([C@H](C)OC1=C(C=C(C(=C1)F)Cl)C1=NOCC1OCCCC)=O